C(CCCC(=O)OC(COC(CCCCCC)=O)COC(CCCCCC)=O)(=O)OC[C@]1(O[C@H](C[C@@H]1O)N1C2=NC(=NC(=C2N=C1)N)F)C#C 1-[(2R,3S,5R)-5-(6-amino-2-fluoro-9H-purin-9-yl)-2-ethynyl-3-hydroxyoxolan-2-yl]methyl 5-[1,3-bis(heptanoyloxy) propan-2-yl] pentanedioate